OC12CC3(CC(CC(C1)C3)C2)C(=O)OC(C(S(=O)(=O)[O-])(F)F)(CC)F 2-(3-hydroxyadamantylcarbonyloxy)-1,1,2-trifluorobutanesulfonate